tert-butyl 2-((2'-(3-(tert-butoxy)-3-oxopropoxy)-[1,1'-biphenyl]-3-yl)methyl)-3-(cyclopropanesulfonamido)piperidine-1-carboxylate C(C)(C)(C)OC(CCOC1=C(C=CC=C1)C1=CC(=CC=C1)CC1N(CCCC1NS(=O)(=O)C1CC1)C(=O)OC(C)(C)C)=O